ClC=1C(=C(C(=O)OCC)C=C(C1)NC(=O)C1(CC1)C1=C(C=C(C=C1)OC(F)(F)F)F)C=1C=NC(=CC1)C(F)F Ethyl 3-chloro-2-[6-(difluoromethyl) pyridin-3-yl]-5-[({1-[2-fluoro-4-(trifluoromethoxy) phenyl]cyclopropyl}carbonyl) amino]benzoate